ClC=1C=NN(C(C1Cl)=O)CCC(=O)NC1=C(C=C(C(=C1)S(N(C)C)(=O)=O)C)O 3-(4,5-dichloro-6-oxo-pyridazin-1-yl)-N-[5-(dimethylsulfamoyl)-2-hydroxy-4-methyl-phenyl]propanamide